C(C)(C)(C)C=1C=C(C=CC1)C(C(=O)N1CC2=C(N=C(NC2=O)C2(CC2)C2=CC(=CC=C2)Cl)CC1)O 6-(2-(3-(tert-butyl)phenyl)-2-hydroxyacetyl)-2-(1-(3-chlorophenyl)cyclopropyl)-5,6,7,8-tetrahydropyrido[4,3-d]pyrimidin-4(3H)-one